behenyl-sulfonamide C(CCCCCCCCCCCCCCCCCCCCC)S(=O)(=O)N